eicosyl stearyl ether C(CCCCCCCCCCCCCCCCC)OCCCCCCCCCCCCCCCCCCCC